N[C@H](C(=O)N[C@H]1CN(CCC1)CCCC(=O)N1CCN(CC1)C=1C(=CC2=C(C(C=3NC4=CC(=CC=C4C3C2=O)C#N)(C)C)C1)CC)CCCN1C(=NC=C1)N (2S)-2-amino-5-(2-amino-1H-imidazol-1-yl)-N-[(3R)-1-[4-(4-{3-cyano-9-ethyl-6,6-dimethyl-11-oxo-5H,6H,11H-benzo[b]carbazol-8-yl}piperazin-1-yl)-4-oxobutyl]piperidin-3-yl]pentanamide